CN1N=C(C=C1C)C=1C=C(C=CC1C#N)C1=CC=C(C=C1)F 3-(1,5-dimethyl-1H-pyrazol-3-yl)-4'-fluoro-[1,1'-biphenyl]-4-carbonitrile